COC=1C=C(C=CC1)C1=NNC(O1)=O 5-(3-methoxyphenyl)-1,3,4-oxadiazol-2(3H)-one